NC=1SC2=C(N1)C=CC(=C2)C=2C=NC(=C(C(=O)NCC1=C(C=CC=C1F)OC1CCCC1)C2)OC 5-(2-aminobenzo[d]thiazol-6-yl)-N-(2-(cyclopentyloxy)-6-fluorobenzyl)-2-methoxynicotinamide